FC(C(=C)C(F)(F)F)(F)F 1,1,1-trifluoro-2-trifluoromethyl-prop-2-ene